4-Propoxy-4'-cyanobiphenyl C(CC)OC1=CC=C(C=C1)C1=CC=C(C=C1)C#N